2-(p-Tolyl)acetaldehyd C1(=CC=C(C=C1)CC=O)C